methyl 2-(5-{[1-(cyclopropylmethyl)-1H-pyrazol-4-yl] methyl}-3-methyl-1H-pyrazol-1-yl)-5-fluorobenzoate C1(CC1)CN1N=CC(=C1)CC1=CC(=NN1C1=C(C(=O)OC)C=C(C=C1)F)C